4-{5-[(2-hydroxypyridin-3-yl)methoxy]-2-methyl-1-benzothiophene-3-amido}oxane-4-carboxylic acid OC1=NC=CC=C1COC=1C=CC2=C(C(=C(S2)C)C(=O)NC2(CCOCC2)C(=O)O)C1